CC(=C)C1CCC(CC1)(C)O trans-beta-terpineol